C(C)(=O)NC1=CC=C(C=N1)C=1C=NN2C1C=C(C=C2)C(=O)N(C)C2=CC(=C(C=C2)C#N)C 3-(6-acetamido-3-pyridyl)-N-(4-cyano-3-methyl-phenyl)-N-methyl-pyrazolo[1,5-a]pyridine-5-carboxamide